(S)-2-((3,3-difluoro-1-oxoisoindolin-5-yl)amino)-4-((2-hydroxy-1-phenylethyl)amino)pyrimidine-5-carboxylic acid FC1(NC(C2=CC=C(C=C12)NC1=NC=C(C(=N1)N[C@H](CO)C1=CC=CC=C1)C(=O)O)=O)F